N[C@@H]1CN(C[C@@H]1F)C1=NC=CC(=C1)CCN1C[C@@H]2N([C@@H](CN(C2)C2=C3C=CC(=NC3=C(C=C2)C#N)[2H])C)CC1 5-[(4R,9aS)-8-[2-[2-[(3R,4S)-3-amino-4-fluoro-pyrrolidin-1-yl]-4-pyridyl]ethyl]-4-methyl-3,4,6,7,9,9a-hexahydro-1H-pyrazino[1,2-a]pyrazin-2-yl]-2-deuterio-quinoline-8-carbonitrile